CC1NCCC(C1)C(=O)NC1CCC(CC1)(C(F)(F)F)O 2-methyl-N-[(1r,4r)-4-hydroxy-4-(trifluoromethyl)cyclohexyl]Piperidine-4-carboxamide